C1N(CCC2=CC=CC=C12)CC(CN1CCC(CC1)C(=O)N1CCOCC1)O 3-(3,4-dihydro-isoquinolin-2(1H)-yl)-2-hydroxy-propyl-4-(morpholine-4-carbonyl)-piperidine